OC=1C=C(C=CC1O)C[C@@H](C(=O)O)NC(C(C)(OP(=O)(O)O)C)=O (2S)-3-(3,4-dihydroxyphenyl)-2-[(2-methyl-2-phosphonooxypropanoyl)amino]propanoic acid